NC[C@@H]1CC[C@H](CC1)SCC1=NC2=C(C=CC=C2C=N1)C 2-(((trans-4-(aminomethyl)cyclohexyl)thio)methyl)-8-methylquinazolin